3-chloro-2-[[(2R)-4,4-dimethylpyrrolidin-2-yl]methoxy]pyridine ClC=1C(=NC=CC1)OC[C@@H]1NCC(C1)(C)C